(1R,2R,3aS,9aS)-[[2,3,3a,4,9,9a-Hexahydro-2-hydroxy-1-[(3S)-3-hydroxyoctyl]-1H-benz[f]inden-5-yl]oxy]acetic acid monosodium salt [Na+].O[C@@H]1C[C@@H]2CC3=C(C[C@@H]2[C@H]1CC[C@H](CCCCC)O)C=CC=C3OCC(=O)[O-]